C(C=C)(=O)N1C[C@@H](CCC1)C1=CN(C=2C(=NNC(C21)=O)N)C2=CC=C(C=C2)OC2=CC=C(C=C2)F (S)-3-(1-Acryloylpiperidin-3-yl)-7-amino-1-(4-(4-fluorophenoxy)phenyl)-1,5-dihydro-4H-pyrrolo[2,3-d]pyridazin-4-on